CC(CS(=O)(=O)C)NC(=O)C=1C(=CC=CC1)C(=O)N N2-(1-methyl-2-methylsulfonylethyl)benzenedicarboxamide